Chloromethylpyrimidine C1=CN=C(N=C1)CCl